Cl.Cl.CC1=C(C2=C(N=N1)SC1=C2N=CN=C1N1C[C@@H](CC1)N)C (3R)-1-(3,4-dimethylpyrimido[4',5':4,5]thieno[2,3-c]pyridazin-8-yl)pyrrolidin-3-amine dihydrochloride